(S)-3-iodo-7-((3-methylpiperidin-1-yl)methyl)-1H-pyrrolo[3,2-b]pyridine-5-carboxylic acid IC1=CNC=2C1=NC(=CC2CN2C[C@H](CCC2)C)C(=O)O